benzyl (3-(2-(1-benzylazetidin-1-ium-1-yl)ethyl)-1H-indol-4-yl) phosphate P(=O)(OCC1=CC=CC=C1)(OC1=C2C(=CNC2=CC=C1)CC[N+]1(CCC1)CC1=CC=CC=C1)[O-]